calcium-copper oxide [Cu]=O.[Ca]